BrC=1C=CC(=C(C1)C1CC12CCNCC2)C=2N=NN(C2)C2=NC(=CC=C2)N2CCC(CC2)(F)F (5-bromo-2-(1-(6-(4,4-difluoropiperidin-1-yl)pyridin-2-yl)-1H-1,2,3-triazol-4-yl)phenyl)-6-azaspiro[2.5]octane